COC1=CC=C(C=C1)C(C#CC1=CC=C(C=C1)OC)=O 1,3-bis(4-methoxyphenyl)-2-propyn-1-one